C(C)(=O)C1=C(OC2=CC=CC(=C2C1=O)OC)[C@H](C(C)C)CC(=O)O.BrC=1C(=CC(=NC1)C=1OC=CN1)C 5-bromo-4-methyl-2-(1,3-oxazol-2-yl)pyridine (S)-1-(3-Acetyl-5-methoxy-4-oxo-4H-chromen-2-yl)-2-methylpropyl-Acetate